(2R,3R,4S,5R,6R)-6-((3-ethyl-isoxazol-5-yl)methyl)-2-(hydroxymethyl)-5-methoxy-4-(4-(3,4,5-trifluorophenyl)-1H-1,2,3-triazol-1-yl)tetrahydro-2H-pyran-3-ol C(C)C1=NOC(=C1)C[C@@H]1[C@@H]([C@H]([C@H]([C@H](O1)CO)O)N1N=NC(=C1)C1=CC(=C(C(=C1)F)F)F)OC